ClS(=O)(=O)C1=C(C(=O)OC)C=C(C(=C1)I)F methyl 2-(chlorosulfonyl)-5-fluoro-4-iodobenzoate